2-(4-chlorophenyl)-3-((1-(hydroxymethyl)cyclopropyl)methoxy)-6-(prop-1-en-2-yl)isoindolin-1-one ClC1=CC=C(C=C1)N1C(C2=CC(=CC=C2C1OCC1(CC1)CO)C(=C)C)=O